Pyridoxin hydrochlorid Cl.N1=C(C)C(O)=C(CO)C(CO)=C1